C(=O)(O)C1OC2=C(C(C1)CC(=O)O)C=CC=C2 carboxy-3,4-dihydro-2H-1-benzopyran-4-acetic acid